CC1=C(C(=NN1C1CCOCC1)OCCCO)[N+](=O)[O-] 3-(5-methyl-4-nitro-1-tetrahydropyran-4-yl-pyrazol-3-yl)oxy-propan-1-ol